C1(CC1)C=1OC2=C(C1C(=O)OC)C=C(C=C2)OCC2=C(N=CS2)C methyl 2-cyclopropyl-5-((4-methylthiazol-5-yl)methoxy)benzofuran-3-carboxylate